C(C)(C)(C)C1CC12NCCN(C2)C2=C(C=NC=C2C(F)F)Br tert-Butyl-7-(3-bromo-5-(difluoromethyl)pyridin-4-yl)-4,7-diazaspiro[2.5]octane